FC(C=1C=C(C=CC1)C=1C=NC=CC1C)F 3-(3-(difluoromethyl)phenyl)-4-methylpyridine